tert-Butyl (3-bromothiazolo[4,5-c]pyridazin-6-yl)carbamate BrC1=CC2=C(N=N1)N=C(S2)NC(OC(C)(C)C)=O